4-((S)-4-(3,8-diazabicyclo[3.2.1]octan-3-yl)-6-chloro-5,8-difluoro-2-(((2R,7aS)-2-fluorotetrahydro-1H-pyrrolizin-7a(5H)-yl)methoxy)quinazolin-7-yl)-5-fluoronaphthalen-2-ol [C@@H]12CN(CC(CC1)N2)C2=NC(=NC1=C(C(=C(C(=C21)F)Cl)C2=CC(=CC1=CC=CC(=C21)F)O)F)OC[C@]21CCCN1C[C@@H](C2)F